(R)-1-ferrocenyl-ethanol [C-]1(C=CC=C1)[C@@H](C)O.[CH-]1C=CC=C1.[Fe+2]